2-Amino-4-bromo-5-methoxy-N-methylbenzamide NC1=C(C(=O)NC)C=C(C(=C1)Br)OC